BENZONITRILE methyl-6-((tert-butoxycarbonyl)amino)-2-fluoro-3-(trifluoromethyl)benzoate COC(C1=C(C(=CC=C1NC(=O)OC(C)(C)C)C(F)(F)F)F)=O.C(C1=CC=CC=C1)#N